CC1=C(C=CC(=C1)OC(F)(F)F)S(=O)(N)=N methyl-4-(trifluoromethoxy)benzenesulfonimidamide